COC(=O)C12CC(C1)(C2)CN2CC1=C(CC2)N(C(=N1)C(=O)OC)C Methyl 5-((3-(methoxycarbonyl)bicyclo[1.1.1]pentan-1-yl)methyl)-1-methyl-4,5,6,7-tetrahydro-1H-imidazo[4,5-c]pyridine-2-carboxylate